C(C1=CC=CC=C1)OC1=CC=C2C=CC(=NC2=C1)C(=O)OC Methyl 7-(benzyloxy)quinoline-2-carboxylate